NC=1C=CC(=C(C1)N(C1=NC(=NC=C1Cl)NC=1C=NN(C1)C)C1=CC=CC=C1)F N4-(5-amino-2-fluorophenyl)-5-chloro-N2-(1-methyl-1H-pyrazol-4-yl)-N4-phenylpyrimidine-2,4-diamine